1-(((5S,7S)-3-(4-(tert-butyl)oxazol-2-yl)-7-methyl-2-oxo-1-oxa-3-azaspiro[4.5]decane-7-yl)methyl)-1H-benzo[d]imidazole-6-carbonitrile C(C)(C)(C)C=1N=C(OC1)N1C(O[C@]2(C1)C[C@@](CCC2)(C)CN2C=NC1=C2C=C(C=C1)C#N)=O